O[C@@H](CC(=O)OCC)C R-ethyl 3-hydroxybutyrate